C(=C)OCCCCOC(C1=CC=C(C(=O)OCCCCOC=C)C=C1)=O bis[4-(vinyloxy)butyl]terephthalate